C(CC)[C@@H]1CC(NC1)=O R-4-propylpyrrolidone